FC(C(F)(F)F)(OP1=NP=NP=N1)F pentafluoroethoxycyclotriphosphazene